tert-butyl 6'-acetamido-1'-(6-(1,1-difluoroethyl)pyridin-2-yl)-1',2'-dihydrospiro[piperidine-4,3'-pyrrolo[3,2-c]pyridine]-1-carboxylate C(C)(=O)NC1=CC2=C(C=N1)C1(CN2C2=NC(=CC=C2)C(C)(F)F)CCN(CC1)C(=O)OC(C)(C)C